3-((3-bromo-2-fluorophenyl)difluoromethyl)-8-azabicyclo[3.2.1]octane BrC=1C(=C(C=CC1)C(C1CC2CCC(C1)N2)(F)F)F